COC=1C=C2CCC(C2=CC1OC)NC([C@@H](N1C(NC2=CC=CC=C2C1=O)=O)CCSC)=O (αS)-N-(2,3-Dihydro-5,6-dimethoxy-1H-inden-1-yl)-1,4-dihydro-α-[2-(methylthio)ethyl]-2,4-dioxo-3(2H)-quinazolineacetamide